C(C)(C)(C)OC(C(CC1=NC(=NO1)C1CC2(C1)CC1(CCC1)C2)P(=O)(OCC)OCC)=O.C(=O)(O)C2=NNC=C2 carboxyl-pyrazole tert-butyl-2-(diethoxyphosphoryl)-3-(3-(dispiro[3.1.36.14]decan-2-yl)-1,2,4-oxadiazol-5-yl)propanoate